4-(cyclopropanecarbonyl)-3,4-dihydro-2H-benzo[b][1,4]oxazin-8-sulfonyl chloride C1(CC1)C(=O)N1C2=C(OCC1)C(=CC=C2)S(=O)(=O)Cl